C(#N)C=1N=C2C(=CC(N(C2=CC1)C)=O)N(C=1C=C(C=CC1)C1=CC=C(C=C1)C(=O)N)CC1CC1 3'-((6-cyano-1-methyl-2-oxo-1,2-dihydro-1,5-naphthyridin-4-yl)(cyclopropylmethyl)amino)-[1,1'-biphenyl]-4-carboxamide